phenylpropionamido-1H-indole-2-carboxylic acid C1(=CC=CC=C1)CCC(=O)NN1C(=CC2=CC=CC=C12)C(=O)O